8-[(1R)-1-[(6-Chloro-2-methyl-3-pyridyl)amino]ethyl]-3,6-dimethyl-2-pyrimidin-5-yl-chromen-4-one ClC1=CC=C(C(=N1)C)N[C@H](C)C=1C=C(C=C2C(C(=C(OC12)C=1C=NC=NC1)C)=O)C